2-chloro-N-((1-(1-(4-chlorophenoxy)cyclohexane-1-carbonyl)piperidin-4-yl)methyl)acetamide ClCC(=O)NCC1CCN(CC1)C(=O)C1(CCCCC1)OC1=CC=C(C=C1)Cl